C1(CCC1)N1C=C2C(=NN=C(C2=CC1=O)N1CCN(CC1)C)N[C@H](C)C1=C(C(=CC=C1)C(F)F)F (R)-6-cyclobutyl-4-((1-(3-(difluoromethyl)-2-fluorophenyl)ethyl)amino)-1-(4-methylpiperazin-1-yl)pyrido[3,4-d]pyridazin-7(6H)-one